4-azabicyclo[2.2.2]octane C12CCN(CC1)CC2